C1(=CC=CC=C1)N1CC2(CCN(C2)C2=NC=CC(=C2)NCC(=O)O)CC1 (2-(7-phenyl-2,7-diazaspiro[4.4]nonan-2-yl)pyridin-4-yl)glycine